(S)-4-(5-(3-amino-2-(4-chlorophenyl)propionyl)-5,6-dihydropyrrolo[3,4-c]pyrazol-2(4H)-yl)-5,5-dimethyl-5,7-dihydro-6H-pyrrolo[2,3-d]pyrimidin-6-one NC[C@@H](C(=O)N1CC2=NN(C=C2C1)C=1C2=C(N=CN1)NC(C2(C)C)=O)C2=CC=C(C=C2)Cl